C(=O)(O)CN1S(C=2N(C(C1)C(=O)O)C(C=C(C2C2=CC(=CC=C2)C(F)(F)F)CC2=CC=CC1=CC=CC=C21)=O)(=O)=O 2-(carboxymethyl)-8-(naphthalen-1-ylmethyl)-6-oxo-9-(3-(trifluoromethyl)phenyl)-3,4-dihydro-2H,6H-pyrido[1,2-e][1,2,5]thiadiazine-4-carboxylic acid 1,1-dioxide